(Sa)-6-(4-Fluoro-1-((5-methoxynaphthalin-2-yl)methyl)-1H-indol-7-carboxamido)spiro-[3.3]heptan FC1=C2C=CN(C2=C(C=C1)C(=O)NC1CC2(CCC2)C1)CC1=CC2=CC=CC(=C2C=C1)OC